C1(CCC1)C=1C2=C(N3C1C=NCC3)N=CC(=C2)C(F)(F)F 5-cyclobutyl-3-(trifluoromethyl)-8,9-dihydropyrido[3',2':4,5]pyrrolo[1,2-a]pyrazin